ClC=1C=C(C=CC1F)NC=C(C(=O)[O-])C(=O)[O-] 2-{[(3-chloro-4-fluorophenyl)amino]methylidene}propanedioate